ethyl 6,8-difluoro-2-oxo-1,2-dihydroquinoline-3-carboxylate FC=1C=C2C=C(C(NC2=C(C1)F)=O)C(=O)OCC